NC1=C(C=2C(=NC=C(N2)C=2SC=CN2)N1C1=C(C(=CC=C1C)OC)C)C(=O)N 6-amino-5-(3-methoxy-2,6-dimethyl-phenyl)-2-thiazol-2-yl-pyrrolo[2,3-b]pyrazine-7-carboxamide